COC[C@H]1[C@@H](CNC1)C(=O)OCC trans-Ethyl 4-(methoxymethyl)pyrrolidine-3-carboxylate